COC=1C=C2C=CC(=CC2=CC1)N1N=C(C=C1)C=1C=C2CN(C(C2=CC1)=O)C1C(N(C(CC1)=O)CC1=CC=C(C=C1)OC)=O 5-[1-(6-methoxynaphthalen-2-yl)pyrazol-3-yl]-1-oxo-3H-isoindol-2-yl-1-[(4-methoxyphenyl)methyl]piperidine-2,6-dione